omega-methylarginine CNC(NCCC[C@H](N)C(=O)O)=N